C1(=CC=CC=C1)C1=NSC(=C1)C=1C=NC=CC1 3-phenyl-5-(pyridin-3-yl)isothiazole